3-amino-cyclobutane-1-ol NC1CC(C1)O